O=C1NC(CCC1N1C(C2=CC=CC(=C2C1=O)NCCCCCCN(C)CC1=CC=C(C=C1)NC(CCCCCCC(=O)NOC1OCCCC1)=O)=O)=O N1-(4-(((6-((2-(2,6-dioxopiperidin-3-yl)-1,3-dioxoisoindolin-4-yl)amino)hexyl)(methyl)amino)methyl)phenyl)-N8-((tetrahydro-2H-pyran-2-yl)oxy)octanediamide